methyl-[(6-(methylcarbamoyl)pyridin-3-yl)amino]pyrrolidine-1-carboxylate CC1(N(CCC1)C(=O)[O-])NC=1C=NC(=CC1)C(NC)=O